N-(1-((1-(6-fluoro-1-methyl-[1,2,4]triazolo[4,3-a]quinazolin-5-yl)-1,2,3,5-tetrahydrobenzo[e][1,4]oxazepin-6-yl)ethynyl)cyclopropyl)-1-(trifluoromethyl)cyclopropane-1-carboxamide FC1=C2C(=NC=3N(C2=CC=C1)C(=NN3)C)N3CCOCC1=C3C=CC=C1C#CC1(CC1)NC(=O)C1(CC1)C(F)(F)F